FC=1C=C(C=CC1F)C1=CC(=CC=C1)C(=O)N1CC(CCC1)C=1C=C(OC(C(=O)NS(=O)(=O)C=2SC=CC2)(C)C)C=CC1 2-(3-(1-(3',4'-difluoro-[1,1'-biphenyl]-3-carbonyl)piperidin-3-yl)phenoxy)-2-methyl-N-(thiophen-2-ylsulfonyl)propanamide